OC[C@@](C(=O)OC)(C)NC1=C2C(=NC=C1[N+](=O)[O-])N(C=C2)S(=O)(=O)C2=CC=CC=C2 Methyl (R)-2-(hydroxymethyl)-2-((5-nitro-1-(phenylsulfonyl)-1H-pyrrolo[2,3-b]pyridin-4-yl)amino)propanoate